N-(5-(3-((3,3-dimethylcyclopentyl)oxy)phenyl)-4-(2,6-dimethylphenyl)thiazol-2-yl)-3-(1H-pyrazol-5-yl)benzenesulfonamide CC1(CC(CC1)OC=1C=C(C=CC1)C1=C(N=C(S1)NS(=O)(=O)C1=CC(=CC=C1)C1=CC=NN1)C1=C(C=CC=C1C)C)C